C(C1=CC=CC=C1)OC1=C(C=C(C(=O)OC)C=C1C1OCCO1)Br methyl 4-(benzyloxy)-3-bromo-5-(1,3-dioxolan-2-yl)benzoate